CC1=CC=C(C=C1)S(=O)(=O)[NH-] p-toluene-sulfonylamide